3,5-dimethyl-4-(4,4,5,5-tetramethyl-1,3,2-dioxaborolan-2-yl)-N-(3-(trifluoromethyl)benzyl)benzamide CC=1C=C(C(=O)NCC2=CC(=CC=C2)C(F)(F)F)C=C(C1B1OC(C(O1)(C)C)(C)C)C